tert-butyl-(2-cyclopropyl-6-methoxyphenoxy)dimethylsilane C(C)(C)(C)[Si](C)(C)OC1=C(C=CC=C1OC)C1CC1